FC=1C=C(C=CC1N1CC2CNCC2C1)N1C(=NC=2C1=NC(=CC2)C2=CC(=NC=C2)N)C 4-(3-(3-fluoro-4-(hexahydropyrrolo[3,4-c]pyrrol-2(1H)-yl)phenyl)-2-methyl-3H-imidazo[4,5-b]pyridin-5-yl)pyridin-2-amine